OC1=C(C=C(CO)C=C1)C(F)(F)F 4-hydroxy-3-(trifluoromethyl)-benzyl alcohol